C(C=O)(=O)O.NNC(=S)N=N thiocarbazone glyoxylate